4,6-dihydroxypyridazine-3-carboxylate OC1=C(N=NC(=C1)O)C(=O)[O-]